2-(6-(4-(3H-imidazo[4,5-b]pyridin-7-yl)-1H-pyrazol-1-yl)pyridin-2-yl)acetonitrile N1=CNC2=NC=CC(=C21)C=2C=NN(C2)C2=CC=CC(=N2)CC#N